O=S1(C2=C(CC1)C=C(C=C2)B(O)O)=O (1,1-dioxo-2,3-dihydrobenzo[b]thiophen-5-yl)boronic acid